ClC1=C(C(=O)OCC([C@H](C[C@H]2C(NCC2)=O)NC([C@H](CC(C)C)NC(=O)C=2NC3=CC=CC(=C3C2)OC)=O)=O)C(=CC=C1)Cl (S)-3-((S)-2-(4-methoxy-1H-indole-2-carboxamido)-4-methylpentanamido)-2-oxo-4-((S)-2-oxopyrrolidin-3-yl)butyl 2,6-dichlorobenzoate